C(C1=CC=CC=C1)N(C([S-])=S)CC1=CC=CC=C1.C(C1=CC=CC=C1)N(C([S-])=S)CC1=CC=CC=C1.[Zn+2] zinc bis(dibenzyldithiocarbamate)